(R)-3-(3-methyl-2-oxopyrazin-1(2H)-yl)piperidine-1-carboxylic acid tert-butyl ester C(C)(C)(C)OC(=O)N1C[C@@H](CCC1)N1C(C(=NC=C1)C)=O